racemic-trans-6-(4-methyl-1-pyrimidin-2-ylmethyl-pyrrolidin-3-yl)-3-(tetrahydro-pyran-4-yl)-7H-imidazo[1,5-a]pyrazin-8-one C[C@H]1[C@@H](CN(C1)CC1=NC=CC=N1)C=1NC(C=2N(C1)C(=NC2)C2CCOCC2)=O |r|